4-tert-butyl 3-methyl (1R,2S,3S,6R,7S,8S,10R)-4-azatetracyclo[5.3.1.0^{2,6}.0^{8,10}]undecane-3,4-dicarboxylate [C@H]12[C@@H]3[C@H](N(C[C@@H]3[C@H]([C@H]3C[C@H]31)C2)C(=O)OC(C)(C)C)C(=O)OC